(12R)-12-methyl-19-(oxan-2-yl)-8,11,14-trioxa-5,19,20-triazatetracyclo[13.5.2.12,5.018,21]tricosa-1(20),2(23),3,15(22),16,18(21)-hexaene-4-carbonitrile C[C@H]1OCCOCCN2C(=CC(C3=NN(C=4C=CC(OC1)=CC34)C3OCCCC3)=C2)C#N